FC1(CCCCC1)CNC=1N=CC2=C(N1)NC=C2C2=CC=1N(C=C2)N=CC1 N-((1-fluorocyclohexyl)methyl)-5-(pyrazolo[1,5-a]pyridin-5-yl)-7H-pyrrolo[2,3-d]pyrimidin-2-amine